2-(4-(benzyloxy)piperidin-1-yl)ethan-1-ol C(C1=CC=CC=C1)OC1CCN(CC1)CCO